C(#N)C1(CC2(C1)CCC2)C(=O)NC=2C=CC(=NC2)C=2N=NN(C2NC(O[C@H](C)C=2C(=NC=CC2)Cl)=O)C (R)-1-(2-chloropyridin-3-yl)ethyl (4-(5-(2-cyanospiro[3.3]heptane-2-carboxamido)pyridin-2-yl)-1-methyl-1H-1,2,3-triazol-5-yl)carbamate